bis(2-butyloctyl) 11-(2-(diethylamino)ethyl)-5,17-dihexyl-7,15-dioxo-6,8,14,16-tetraoxa-11-azahenicosandioate C(C)N(CCN(CCOC(OC(CCCC(=O)OCC(CCCCCC)CCCC)CCCCCC)=O)CCOC(OC(CCCC(=O)OCC(CCCCCC)CCCC)CCCCCC)=O)CC